CC=1NC2=C(C1)OC(=C2)C=O 5-methyl-2-furopyrrol-aldehyde